(4-((4-(benzylthio)-2,6-difluorobenzyl)amino)-6-fluoro-7-methoxyquinolin-3-yl)glycine ethyl ester C(C)OC(CNC=1C=NC2=CC(=C(C=C2C1NCC1=C(C=C(C=C1F)SCC1=CC=CC=C1)F)F)OC)=O